FC=1C=CC=C2C=C(NC(C12)=O)CCCN1CCC(=CC1)C1=NC=C(C=C1)C#N 1'-(3-(8-fluoro-1-oxo-1,2-dihydroisoquinolin-3-yl)propyl)-1',2',3',6'-tetrahydro-[2,4'-bipyridine]-5-carbonitrile